BrC=1C(=NC=CC1)CC1NC(C2=CC=CC=C12)=O 3-((3-bromopyridin-2-yl)methyl)isoindolin-1-one